CNC1=C(C=C(C(=C1)OC)F)Br methyl-2-bromo-4-fluoro-5-methoxyaniline